4-(4-fluoro-1-(4-(trifluoromethyl)phenyl)-1H-indazol-3-yl)-1-((2-(2-hydroxyethoxy)pyrimidin-4-yl)methyl)pyridin-2(1H)-one FC1=C2C(=NN(C2=CC=C1)C1=CC=C(C=C1)C(F)(F)F)C1=CC(N(C=C1)CC1=NC(=NC=C1)OCCO)=O